O[C@@]12[C@@](OC=3C=NC=C(C31)OC)(C([C@H]([C@H]2O)CNCC(C)(C)O)C2=CC=CC=C2)C2=CC=C(C#N)C=C2 4-((4bS,5R,6S,7aR)-4b,5-dihydroxy-6-(((2-hydroxy-2-methylpropyl)amino)methyl)-4-methoxy-7-phenyl-4b,5,6,7-tetrahydro-7aH-cyclopenta[4,5]furo[2,3-c]pyridin-7a-yl)benzonitrile